C1=CC=CC=2C3=CC=CC=C3C(C12)COC(=O)Cl chloroformic acid-9-fluorenylmethyl ester